C(#N)[C@]1([C@H]([C@H]([C@@H](O1)C1=CC=C2C(=NC=NN21)NC(C(C)C)=O)O)O)CO N-(7-((2S,3R,4S,5R)-5-cyano-3,4-dihydroxy-5-(hydroxymethyl)tetrahydrofuran-2-yl)pyrrolo[2,1-f][1,2,4]triazin-4-yl)isobutyramide